ClC1=CC=CC=2NC3=CC(=CC=C3C(C12)(C)C)COCC 1-Chloro-6-(ethoxymethyl)-9,9-dimethyl-9,10-dihydroacridine